bis(2,2,6,6-tetramethyl-1-octyloxy-4-piperidyl) dodecandioate C(CCCCCCCCCCC(=O)OC1CC(N(C(C1)(C)C)OCCCCCCCC)(C)C)(=O)OC1CC(N(C(C1)(C)C)OCCCCCCCC)(C)C